N-(p-chlorophenyl)benzamide ClC1=CC=C(C=C1)NC(C1=CC=CC=C1)=O